C(C)(=O)C1=CC=C(C=C1)C1=C(C=CC=C1)C 4-acetyl-2'-methylbiphenyl